OC1C(COC1)(C)N1CCN(CC1)C=1C=C2C=C(N=CC2=CC1C=C)NC(=O)C1CC12CCOCC2 N-(6-(4-(4-hydroxy-3-methyltetrahydrofuran-3-yl)piperazin-1-yl)-7-vinylisoquinolin-3-yl)-6-oxaspiro[2.5]octane-1-carboxamide